2-chloro-N-(3-((6-(6-methoxy-2-azaspiro[3.3]hept-2-yl)-3-nitropyridin-2-yl)oxymethyl)propyl)-5-(trifluoromethyl)-7-((2-(trimethylsilyl)ethoxy)methyl)-7H-pyrrolo[2,3-d]pyrimidine ClC1N=CC2=C(N1CCCCOC1=NC(=CC=C1[N+](=O)[O-])N1CC3(C1)CC(C3)OC)N(C=C2C(F)(F)F)COCC[Si](C)(C)C